8-(4-chloro-2-fluoro-phenyl)-2-isopropyl-3-methyl-6-[(2S)-2-(1-methylpyrazol-4-yl)morpholino]pyrido[3,4-d]pyrimidin-4-one ClC1=CC(=C(C=C1)C1=NC(=CC2=C1N=C(N(C2=O)C)C(C)C)N2C[C@@H](OCC2)C=2C=NN(C2)C)F